C(=C)C1=CC=C(CNC2=C(C(=O)O)C=CC=C2C(=O)O)C=C1 (4-vinylbenzylamino)-isophthalic acid